N-(1-(difluoromethyl)-2-oxo-1,2-dihydropyridin-3-yl)-2-(1-methyl-2-oxabicyclo[2.1.1]hexan-4-yl)-7-((3-methyltetrahydrofuran-3-yl)methoxy)imidazo[1,2-a]pyridine-6-carboxamide FC(N1C(C(=CC=C1)NC(=O)C=1C(=CC=2N(C1)C=C(N2)C21COC(C2)(C1)C)OCC1(COCC1)C)=O)F